BrC1=CC(=C(C(=O)NC2=NC(=NC(=C2)C)N2CCC(CC2)(F)F)C=C1Cl)N1CCC2(CC2)CC1 4-Bromo-5-chloro-N-(2-(4,4-difluoropiperidin-1-yl)-6-methylpyrimidin-4-yl)-2-(6-azaspiro[2.5]octan-6-yl)benzamide